Methylthiomethyl phosphate P(=O)(OCSC)([O-])[O-]